(S,Z)-(1-(2-Chloro-6-(2-fluoro-2-(4-(pyridazin-4-yl)pyrimidin-2-yl)vinyl)-3-(4-fluoro-2-methoxyphenoxy)phenyl)piperidin-3-yl)methanamine ClC1=C(C(=CC=C1OC1=C(C=C(C=C1)F)OC)\C=C(\C1=NC=CC(=N1)C1=CN=NC=C1)/F)N1C[C@@H](CCC1)CN